CC1(CC(C=2C=C(C(N(C2C1)C=1C=NC=CC1)=O)C(=O)O)=O)C 7,7-Dimethyl-2,5-dioxo-1-(pyridin-3-yl)-1,2,5,6,7,8-hexahydroquinoline-3-carboxylic acid